[Si](C)(C)(C(C)(C)C)OCC1(CC1)COC=1N=C(C2=C(N1)C(=C(N=C2)C2=CC(=CC1=CC=CC(=C21)CC)OCOC)F)N2C[C@@](CCC2)(O)C (3R)-1-[2-[[1-[[tert-butyl(dimethyl)silyl]oxymethyl]cyclopropyl]methoxy]-7-[8-ethyl-3-(methoxymethoxy)-1-naphthyl]-8-fluoro-pyrido[4,3-d]pyrimidin-4-yl]-3-methyl-piperidin-3-ol